tert-butyl 4-(6-bromopyridin-2-yl)piperazine-1-carboxylate BrC1=CC=CC(=N1)N1CCN(CC1)C(=O)OC(C)(C)C